NC1CCC(CC1)(F)CN1CCN(CC1)C1=C(C=C(C=C1)C1C(NC(CC1)=O)=O)F 3-[4-[4-[(4-Amino-1-fluoro-cyclohexyl)methyl]piperazin-1-yl]-3-fluoro-phenyl]piperidine-2,6-dione